CC=1N=C(N=NC1C1=C(C=C(C=C1)C(F)(F)F)O)S[C@H]1CN(CCC1)C (R)-2-(5-methyl-3-((1-methylpiperidin-3-yl)thio)-1,2,4-triazin-6-yl)-5-(trifluoromethyl)phenol